(S)-3-(((8-isopropyl-4-((3-nitrobenzyl)amino)pyrazolo[1,5-a][1,3,5]triazine-2-yl)oxy)methyl)piperidine-1-carboxylic acid tert-butyl ester C(C)(C)(C)OC(=O)N1C[C@H](CCC1)COC1=NC=2N(C(=N1)NCC1=CC(=CC=C1)[N+](=O)[O-])N=CC2C(C)C